N-((3S,4R)-1-ethyl-3-fluoropiperidin-4-yl)-2-(3-((2-methoxy-4-(methylsulfonyl)phenyl)amino)prop-1-yn-1-yl)-3-vinylpyrazolo[1,5-a]pyridin-7-amine C(C)N1C[C@@H]([C@@H](CC1)NC1=CC=CC=2N1N=C(C2C=C)C#CCNC2=C(C=C(C=C2)S(=O)(=O)C)OC)F